BrC1=C(C=CC2=C1C(=N[C@H](C=1N2C(=NN1)C1=NN(C=C1)C)C)C1=C(C=CC=C1F)F)Cl (4S)-7-bromo-8-chloro-6-(2,6-difluorophenyl)-4-methyl-1-(1-methylpyrazol-3-yl)-4H-[1,2,4]Triazolo[4,3-a][1,4]Benzodiazepine